(Z)-N'-hydroxy-9-methyl-6-morpholino-8-(pyridin-4-yl)-9H-purine-2-carboximidamide O\N=C(/N)\C1=NC(=C2N=C(N(C2=N1)C)C1=CC=NC=C1)N1CCOCC1